NC1=C(C=C(C=N1)NC(C(=O)N1[C@H](CN([C@@H](C1)C)C(C(C)(C)C)=O)C1=CC=CC=C1)=O)CC N-(6-amino-5-ethylpyridin-3-yl)-2-((2S,5R)-5-methyl-2-phenyl-4-pivaloylpiperazin-1-yl)-2-oxoacetamide